N-(3,4-dichlorophenyl)-4-[2-oxo-4-(pyridin-4-yl)-2,3-dihydro-1H-1,3-benzodiazol-1-yl]piperidine-1-carboxamide 9-methyldecyl-8-((2-(dimethylamino)ethyl)amino)octanoate CC(CCCCCCCCOC(CCCCCCCNCCN(C)C)=O)C.ClC=1C=C(C=CC1Cl)NC(=O)N1CCC(CC1)N1C(NC2=C1C=CC=C2C2=CC=NC=C2)=O